ClC1=C2C=C(NC2=CC=C1)CN1C(N(C=2N=C(N(C2C1=O)C)NC1=CC=CC(=N1)[C@H]1[C@@H](C1)C(=O)O)C)=O |r| (±)-trans-2-(6-((1-((4-Chloro-1H-indol-2-yl)methyl)-3,7-dimethyl-2,6-dioxo-2,3,6,7-tetrahydro-1H-purin-8-yl)amino)pyridin-2-yl)cyclopropanecarboxylic acid